(1R,2S)-N-(5-(6,7-difluoro-5-(methylthio)-1H-indazol-4-yl)pyrazolo[1,5-a]pyridin-2-yl)-2-fluorocyclopropane-1-carboxamide FC1=C(C(=C2C=NNC2=C1F)C1=CC=2N(C=C1)N=C(C2)NC(=O)[C@@H]2[C@H](C2)F)SC